FC=1C=C2C(=C(C(N(C2=CC1)C)=O)[N+](=O)[O-])N1CCC(CC1)OC1=CC(=CC(=C1)C)F 6-fluoro-4-(4-(3-fluoro-5-methylphenoxy)piperidin-1-yl)-1-methyl-3-nitroquinolin-2(1H)-one